ClC1=CC2=C(N=N1)N(CC1(N2C(=O)OC(C)(C)C)CCN(CC1)C(=O)OCC1=CC=CC=C1)C(=O)OC(C)(C)C 1-benzyl 5',8'-di-tert-butyl 3'-chloro-5'H-spiro[piperidine-4,6'-pyrazino[2,3-c]pyridazine]-1,5',8'(7'H)-tricarboxylate